6-chloro-7-(2-fluoro-6-hydroxy-phenyl)-4-((2S)-2-methyl-4-(2-propenoyl)-1-piperazinyl)-1-(2-(2-propanyl)-phenyl)pyrido-[2,3-d]pyrimidin-2(1H)-one ClC1=CC2=C(N(C(N=C2N2[C@H](CN(CC2)C(C=C)=O)C)=O)C2=C(C=CC=C2)C(C)C)N=C1C1=C(C=CC=C1O)F